N=1NC(=C2CN(CCC21)C(=O)OC(C)(C)C)C(=O)OCC 5-tert-butyl 3-ethyl 2,4,6,7-tetrahydro-5H-pyrazolo[4,3-c]pyridine-3,5-dicarboxylate